FC1([C@H](CN(CC1)[C@H](C(=O)NC1=NC=C(C=C1)F)C)C1=NNC(C=C1)=O)F (S)-2-((R)-4,4-difluoro-3-(6-oxo-1,6-dihydropyridazin-3-yl)piperidin-1-yl)-N-(5-fluoropyridin-2-yl)propionamide